3-(ethoxymethoxy)-8-ethyl-7-fluoronaphthalen-1-yl trifluoromethanesulfonate FC(S(=O)(=O)OC1=CC(=CC2=CC=C(C(=C12)CC)F)OCOCC)(F)F